O1[C@@H]2[C@H](NCC1)CN(C2)CC(C(=O)O)(C)C 3-((4aR,7aS)-hexahydropyrrolo[3,4-b][1,4]oxazin-6(2H)-yl)-2,2-dimethylpropionic acid